ClC=1C=C(C=CC1C(C(=O)NCC1=CC2=C(C(N(C2)C2C(NC(CC2)=O)=O)=O)S1)(F)F)C 2-(3-chloro-4-tolyl)-N-((5-(2,6-dioxopiperidin-3-yl)-6-oxo-5,6-dihydro-4H-thieno[2,3-c]pyrrol-2-yl)methyl)-2,2-difluoroacetamide